CC(C)(OC(NCCOCCOCCCS(=O)(=O)[O-])=O)C 2,2-dimethyl-4-oxo-3,8,11-trioxa-5-azatridecan-13-yl-methanesulfonate